tert-butyl 6-(7H-pyrrolo[2,3-d]pyrimidin-2-ylmethylene)-2-azaspiro[3.3]heptane-2-carboxylate N1=C(N=CC2=C1NC=C2)C=C2CC1(CN(C1)C(=O)OC(C)(C)C)C2